I[Si]1(C[Si](C1)(I)I)I 1,1,3,3-tetraiodo-1,3-disilacyclobutane